C1(CC1)C1=CC2=C(C(=NN(C2=O)CC(=O)NC2=NC=C(C=N2)C(=O)OCC)C)O1 Ethyl 2-(2-{2-cyclopropyl-7-methyl-4-oxo-4H,5H-furo[2,3-d]pyridazin-5-yl}acetamido)pyrimidine-5-carboxylate